O=S1(CCN(CC2=C1C=CC=C2)C2=NC1=CC=C(C=C1C(=N2)NCC(C)(N)C)C)=O N~1~-[2-(1,1-Dioxido-2,3-dihydro-1,4-benzothiazepin-4(5H)-yl)-6-methylquinazolin-4-yl]-2-methylpropane-1,2-diamine